racemic-1-benzyl-5-methyl-1,4-diazepane C(C1=CC=CC=C1)N1CCN[C@@H](CC1)C |r|